4-[(3S,5aR,6R,7R,8aS)-7-hydroxy-6-{(1E,3R)-3-hydroxy-4-[3-(trifluoromethoxy)phenoxy]-1-buten-1-yl}octahydro-2H-cyclopenta[b]oxepin-3-yl]butanoic acid O[C@H]1[C@@H]([C@@H]2[C@@H](OC[C@H](CC2)CCCC(=O)O)C1)\C=C\[C@H](COC1=CC(=CC=C1)OC(F)(F)F)O